NNC1=NC(N([C@H]2[C@H](O)[C@H](O)[C@@H](CO)O2)CN1N)=O N4-amino-5-amino-5-azacytidine